(1r,2'R,4R)-4-(3-chloroanilino)-5'-fluoro-2'-{(2R)-2-methyl-3-[(thieno[3,2-b]pyridin-7-yl)oxy]propyl}-2',3'-dihydrospiro[cyclohexane-1,1'-indene]-4-carboxylic acid ClC=1C=C(NC2(CCC3([C@@H](CC4=CC(=CC=C34)F)C[C@H](COC3=C4C(=NC=C3)C=CS4)C)CC2)C(=O)O)C=CC1